3-cis-(trifluoromethoxy)cyclobutane-1-carboxylic acid FC(OC1(CCC1)C(=O)O)(F)F